6-fluoro-7-(3-(6-((5-methyl-3-(trifluoromethyl)imidazo[1,5-a]pyridin-6-yl)oxy)-2-azaspiro[3.3]heptan-2-yl)propyl)-[1,2,4]triazolo[4,3-a]pyridine FC=1C(=CC=2N(C1)C=NN2)CCCN2CC1(C2)CC(C1)OC=1C=CC=2N(C1C)C(=NC2)C(F)(F)F